(5-(bromomethyl)-1-methyl-1H-pyrazol-3-yl) methylbenzoate CC1=C(C(=O)OC2=NN(C(=C2)CBr)C)C=CC=C1